(S)-3-cyclopropyl-N-((S)-3-(2,6-difluoro-4-hydroxyphenyl)-2-(dimethylamino)propyl)-3-(pyridin-4-yl)propanamide C1(CC1)[C@H](CC(=O)NC[C@H](CC1=C(C=C(C=C1F)O)F)N(C)C)C1=CC=NC=C1